5-methyl-(6RS)-tetrahydrofolic acid CN1C=2C(NC(=NC2NC[C@H]1CNC1=CC=C(C(N[C@@H](CCC(=O)O)C(=O)O)=O)C=C1)N)=O |&1:10|